FC=1C(=C(C=C(C1)F)[Ir]C=1C(=NC=CC1)C(=O)O)C1=NC=CC=C1 3,5-difluoro-2-(2-pyridinyl)phenyl-(2-carboxypyridinyl)iridium